C(C=C)(=O)OCCCCCCCCCC[Si](OC)(OC)C acryloxydecylmethyldimethoxysilane